ClC1=NC(=NC=C1C#N)C=1N=C(C=2N(C1)N=CN2)CC2=C(C=CC=C2)F 4-chloro-2-(8-(2-fluorobenzyl)-[1,2,4]triazolo[1,5-a]pyrazin-6-yl)pyrimidine-5-carbonitrile